3-(tert-butoxy)-10-methoxy-9-((2-methylcyclopropyl)methoxy)-1,3,4,6,7,11b-hexahydro-2H-pyrido[2,1-a]isoquinolin-2-ol C(C)(C)(C)OC1C(CC2N(CCC3=CC(=C(C=C23)OC)OCC2C(C2)C)C1)O